ClC=1C=CC=2C3=C(C=CC2C1)C=CC=1N=C(SC13)C 9-chloro-2-methylphenanthro[3,4-d]thiazole